6-(3-Chloro-6-(difluoromethyl)-2-fluorophenyl)-N-(1-((6-(2-(hydroxymethyl)pyrrolidin-1-yl)pyridin-3-yl)methyl)-1H-pyrazol-4-yl)pyrazine-2-carboxamide ClC=1C(=C(C(=CC1)C(F)F)C1=CN=CC(=N1)C(=O)NC=1C=NN(C1)CC=1C=NC(=CC1)N1C(CCC1)CO)F